2-amino-3-[2-(trifluoromethyl)benzoyl]-4H,5H,6H-cyclopenta[b]thiophene-5-carboxylic acid methyl ester COC(=O)C1CC2=C(SC(=C2C(C2=C(C=CC=C2)C(F)(F)F)=O)N)C1